2,5-bis(aminomethyl)norbornane NCC1C2CC(C(C1)C2)CN